S1C(=CC=C1)\C=C/1\C(NC(N1)=O)=O (Z)-5-(thiophen-2-ylmethylene)imidazolidine-2,4-dione